C(CCC)N1C=2C(C=3C=CC=CC13)=CC=1N(C2)C=C(N1)C1CC1 6-butyl-2-cyclopropyl-6H-imidazo[1',2':1,6]Pyrido[3,4-b]Indole